8-(tetrahydrofuran-3-yl)-6-(trifluoromethyl)-5,6,7,8-tetrahydroimidazo[1,2-a]pyridine-2-carboxylic acid O1CC(CC1)C1C=2N(CC(C1)C(F)(F)F)C=C(N2)C(=O)O